ClC=1C(=NC(=NC1)NC1=C(C(=C(C=C1)N1CCC(CC1)N1CCN(CC1)C)Cl)Cl)C1=CN(C2=CC=CC=C12)S(=O)(=O)CC 5-chloro-N-(2,3-dichloro-4-(4-(4-methylpiperazin-1-yl)piperidin-1-yl)phenyl)-4-(1-(ethylsulphonyl)-1H-indol-3-yl)pyrimidin-2-amine